ClC=1C(=NC(=NC1)NC1CCOCC1)C1=CC=C2CN(C(C2=C1)=O)CC(=O)NC1(CC1)C1=CC=CC=C1 2-(6-{5-chloro-2-[(oxan-4-yl)amino]pyrimidin-4-yl}-1-oxo-2,3-dihydro-1H-isoindol-2-yl)-N-(1-phenylcyclopropyl)acetamide